N-[[3-(acetyloxy)-4-methoxy-2-pyridinyl]carbonyl]-L-alanine 1-cyclohexyl-2-methylpropyl ester C1(CCCCC1)C(C(C)C)OC([C@@H](NC(=O)C1=NC=CC(=C1OC(C)=O)OC)C)=O